2-[[1-[(2-Chlorophenyl)methyl]-5-(3-morpholinophenyl)pyrazol-3-yl]methoxy]-2-methyl-propanoic acid ClC1=C(C=CC=C1)CN1N=C(C=C1C1=CC(=CC=C1)N1CCOCC1)COC(C(=O)O)(C)C